4-chloro-3,3-dideuterio-2H-benzofuran ClC1=CC=CC2=C1C(CO2)([2H])[2H]